CN1C2CN(CC1C2)C2=CC=C(C=C2)NC2=NC=NC(=C2)N2OCC[C@@H]2C2=CC=CC=C2 N-(4-(6-methyl-3,6-diazabicyclo[3.1.1]heptan-3-yl)phenyl)-6-((R)-3-phenylisoxazolidin-2-yl)pyrimidin-4-amine